3-((2,3-difluoro-4-(hexadecyloxy)phenyl)sulfonyl)-4-(4-(4-(1-ethylpiperidin-4-yl)piperazin-1-yl)piperidin-1-yl)-6-(trifluoromethoxy)quinoline FC1=C(C=CC(=C1F)OCCCCCCCCCCCCCCCC)S(=O)(=O)C=1C=NC2=CC=C(C=C2C1N1CCC(CC1)N1CCN(CC1)C1CCN(CC1)CC)OC(F)(F)F